(2S,4R)-4-hydroxy-N-[[2-hydroxy-4-(4-methylthiazol-5-yl)phenyl]methyl]-1-[3-methyl-2-(3-methylisoxazol-5-yl)butanoyl]pyrrolidine-2-carboxamide O[C@@H]1C[C@H](N(C1)C(C(C(C)C)C1=CC(=NO1)C)=O)C(=O)NCC1=C(C=C(C=C1)C1=C(N=CS1)C)O